N1(N=NN=C1)[C@@H]1CN(CC1)C(=O)N1CC(C1)C1=CC=C(C=C1)C1(CC1)C#N 1-[4-[1-[(3S)-3-(Tetrazol-1-yl)pyrrolidine-1-carbonyl]azetidin-3-yl]phenyl]cyclopropanecarbonitrile